FC(CCO)(C(C(C(C(C(F)(F)F)(F)F)(F)F)(F)F)(F)F)F 3,3,4,4,5,5,6,6,7,7,8,8,8-tridecafluorooctane-1-ol